2-(5,5-dimethyl-1,3,2-dioxaborolan-2-yl)-5-[[4-(1-ethylpropylamino)-5-methyl-pyrimidin-2-yl]amino]-3-methyl-benzoic acid methyl ester COC(C1=C(C(=CC(=C1)NC1=NC=C(C(=N1)NC(CC)CC)C)C)B1OC(CO1)(C)C)=O